(R)-2-(benzofuran-3-yl)-1-((4,5-dihydro-2H,3'H-spiro[furan-3,1'-isobenzofuran]-5'-yl)methylsulfonamido)ethylboronic acid O1C=C(C2=C1C=CC=C2)C[C@H](NS(=O)(=O)CC=2C=C1COC3(C1=CC2)COCC3)B(O)O